4-(4'-bromophenyl)-4-piperidinol BrC1=CC=C(C=C1)C1(CCNCC1)O